CC1=C2N(C(C(=C1)NC1=NC=NC(=C1)NCCN1CCOCC1)=O)C1(NC2=O)CCCC1 8'-METHYL-6'-((6-((2-MORPHOLINOETHYL)AMINO)PYRIMIDIN-4-YL)AMINO)-2'H-SPIRO[CYCLOPENTANE-1,3'-IMIDAZO[1,5-A]PYRIDINE]-1',5'-DIONE